N-isobutyl-5-(1-isopropyl-2-methyl-1H-imidazo[4,5-b]pyridin-6-yl)pyrrolo[2,1-f][1,2,4]triazin-2-amine C(C(C)C)NC1=NN2C(C=N1)=C(C=C2)C=2C=C1C(=NC2)N=C(N1C(C)C)C